BrCCCCC(CCCCCCCCCC)CCCCCCCCCCCC 11-(4-bromobutyl)tricosane